FC1=C(C=C(C=C1)OC)S(=O)(=O)N fluoro-5-methoxybenzenesulfonamide